3-(5-(4-((1-(4-((1R,2R)-2-(4,4-Difluorocyclohexyl)-6-hydroxy-1,2,3,4-tetrahydronaphthalen-1-yl)phenyl)piperidin-4-yl)methyl)piperazin-1-yl)-1-oxoisoindolin-2-yl)piperidine-2,6-dione FC1(CCC(CC1)[C@@H]1[C@@H](C2=CC=C(C=C2CC1)O)C1=CC=C(C=C1)N1CCC(CC1)CN1CCN(CC1)C=1C=C2CN(C(C2=CC1)=O)C1C(NC(CC1)=O)=O)F